ClC1=C(C(=CC=C1)[N+](=O)[O-])[N+](=O)[O-] 1-chloro-2,3-dinitrobenzene